1-[(2R,4R)-2-methyltetrahydro-2H-pyran-4-yl]-2-(1H-1,2,4-triazol-1-ylmethyl)-8-(trifluoromethyl)-1H-imidazo[4,5-c]quinoline C[C@H]1OCC[C@H](C1)N1C(=NC=2C=NC=3C=CC(=CC3C21)C(F)(F)F)CN2N=CN=C2